2-[4-[3-[(4-chloro-1-tetrahydropyran-2-yl-indazol-5-yl)amino]-1,2,4-oxadiazol-5-yl]-2-methoxy-phenoxy]acetic acid tert-butyl ester C(C)(C)(C)OC(COC1=C(C=C(C=C1)C1=NC(=NO1)NC=1C(=C2C=NN(C2=CC1)C1OCCCC1)Cl)OC)=O